N(=[N+]=[N-])CCOCCOCCOCCOCCOCCOCCOCCOCCOCCC(N[C@H](C(N[C@H](C(=O)NC1=CC=C(CN2C=C(C=C2)C(=O)O)C=C1)CCCNC(=O)N)=O)C(C)C)=O 1-(4-((32S,35S)-1-azido-32-isopropyl-30,33-dioxo-35-(3-ureidopropyl)-3,6,9,12,15,18,21,24,27-nonaoxa-31,34-diazahexatriacontan-36-amido)benzyl)-1H-pyrrole-3-carboxylic acid